9-(1-(4'-chloro-[1,1'-biphenyl]-4-yl)naphthalen-2-yl)-9H-carbazole ClC1=CC=C(C=C1)C1=CC=C(C=C1)C1=C(C=CC2=CC=CC=C12)N1C2=CC=CC=C2C=2C=CC=CC12